NCCC1=CC=C(C=C1)C1=C(C=C(C#N)C=C1)OC1=NC(=NC(=C1)N1CCOCC1)C(F)(F)F 4-[4-(2-aminoethyl)phenyl]-3-[6-morpholin-4-yl-2-(trifluoromethyl)pyrimidin-4-yl]oxybenzonitrile